FC=1C=C2C(=C(/C(/C2=CC1)=C/C1=CC=C(C=C1)N1CCOCC1)C)CC(=O)NO 2-[(1Z)-5-Fluoro-2-methyl-1-{[4-(morpholin-4-yl)phenyl]methylidene}-1H-inden-3-yl]-N-hydroxyacetamide